5-vinyl-1H-indole-1-carboxylic acid t-butyl ester C(C)(C)(C)OC(=O)N1C=CC2=CC(=CC=C12)C=C